5-nitro-2-(3-(4-(trifluoromethyl)phenyl)pyrrolidin-1-yl)pyridine [N+](=O)([O-])C=1C=CC(=NC1)N1CC(CC1)C1=CC=C(C=C1)C(F)(F)F